rac-2-(N-[4-amino-5-[3-(2-pyridinyl)-1,2,4-oxadiazole-5-carbonyl]thiazol-2-yl]-4-fluoro-anilino)propanamide NC=1N=C(SC1C(=O)C1=NC(=NO1)C1=NC=CC=C1)N(C1=CC=C(C=C1)F)[C@@H](C(=O)N)C |r|